(R)-1-(4-(2-(4-bromophenyl)but-3-yn-2-yl)thiazol-2-yl)urea BrC1=CC=C(C=C1)[C@@](C)(C#C)C=1N=C(SC1)NC(=O)N